tert-butyl (3S)-3-[[5-ethyl-4-[7-fluoro-1-(2-trimethylsilylethoxymethyl)indazol-3-yl]pyrimidin-2-yl]amino]piperidine-1-carboxylate C(C)C=1C(=NC(=NC1)N[C@@H]1CN(CCC1)C(=O)OC(C)(C)C)C1=NN(C2=C(C=CC=C12)F)COCC[Si](C)(C)C